(E)-N-((2-(3-chloropyridin-2-yl)vinyl)(2-methoxyphenyl)(oxo)-λ6-sulfaneylidene)cyanamide ClC=1C(=NC=CC1)/C=C/S(=NC#N)(=O)C1=C(C=CC=C1)OC